(S)-Homoleucine N[C@@H](CCC(C)C)C(=O)O